ClC1=CC=C(C(=O)C2=CC=C(OC(C(=O)OC(C)C)(C)C)C=C2)C=C1 2-[4-(4-chlorobenzoyl)phenoxy]-2-methyl-propanoic acid, 1-methylethyl ester